3-isopropylidene-(R)-glyceraldehyde C(C)(C)=C([C@H](C=O)O)O